C[C@@H]1CCOCCCC=2N=CN(C3=NNC=4C=CC(O1)=CC34)N2 (12R)-12-methyl-9,13-dioxa-2,4,18,19,22-pentaazatetracyclo[12.5.2.12,5.017,20]docosa-1(19),3,5(22),14(21),15,17(20)-hexaene